C1(CCCCC1)S(=O)(=O)C=1C=C2C=CC=C(C2=CC1)C=1C=C2C=CNC(C2=CC1)=O 6-(6-(cyclohexylsulfonyl)naphthalen-1-yl)isoquinolin-1(2H)-one